N-(4-((2-amino-3-Chloropyridin-4-yl)oxy)-3-fluorophenyl)-1-(3-chloropyridin-2-yl)-5-(trifluoromethyl)-1H-pyrazole-4-carboxamide NC1=NC=CC(=C1Cl)OC1=C(C=C(C=C1)NC(=O)C=1C=NN(C1C(F)(F)F)C1=NC=CC=C1Cl)F